p-methoxybenzene COC1=CC=CC=C1